CCOCN(C)C1=CC=CC=C1 N-(ethoxymethyl)-N-methylaniline